C1(=CC=CC=C1)SC=1C=NC=CC1C(=O)OC methyl 3-phenylsulfanylpyridine-4-carboxylate